tert-butyl (S)-2-(5-phenyl-2,3-dihydro-1H-pyrrolo[2,3-b]pyridine-1-carbonyl)-morpholine-4-carboxylate C1(=CC=CC=C1)C=1C=C2C(=NC1)N(CC2)C(=O)[C@@H]2CN(CCO2)C(=O)OC(C)(C)C